C1(CCCC1)NC1=CC=C(C=C1)[C@@H]1N(CCC[C@@H]1C(=O)NC1=CC(=C(C=C1)C)C(F)(F)F)C=1N=CC=C2C1SC=C2 (2R,3S)-2-[4-(cyclopentylamino)phenyl]-N-[4-methyl-3-(trifluoromethyl)phenyl]-1-thieno[2,3-c]pyridin-7-yl-piperidine-3-carboxamide